NonEntetral C(C=CC(C(CCCC=O)=O)=O)=O